(R)-(5-Fluoropyridin-3-yl)(4-(((4-(trifluoromethoxy)benzyl)oxy)-methyl)-7-azabicyclo[2.2.1]heptan-1-yl)methanol FC=1C=C(C=NC1)[C@@H](O)C12CCC(CC1)(N2)COCC2=CC=C(C=C2)OC(F)(F)F